FC1=C(C(=CC=C1OC)N1N=NN=C1)CO (2-fluoro-3-methoxy-6-tetrazol-1-yl-phenyl)-methanol